CC=1N=C2N(N=C(C=C2C)C=2C=C(C=3N(C2)C=C(N3)C3CCN(CC3)C(=O)OC(C)(C)C)F)C1 tert-butyl 4-[6-(2,8-dimethylimidazo[1,2-b]pyridazin-6-yl)-8-fluoro-imidazo[1,2-a]pyridin-2-yl]piperidine-1-carboxylate